5'-fluoro-2'-[(2R)-3-hydroxy-2-methylpropyl]-6'-methoxy-2',3'-dihydrospiro[cyclohexane-1,1'-isoindol]-4-one FC=1C=C2CN(C3(C2=CC1OC)CCC(CC3)=O)C[C@H](CO)C